[N+](=O)([O-])C1=CC=C(C(=O)O[C@H]2[C@H](C[C@H](C2)C(=O)OCC)F)C=C1 |r| (±)-(1R,2S,4S)-4-(ethoxycarbonyl)-2-fluorocyclopentyl 4-nitrobenzoate